behenyl acrylate C(C=C)(=O)OCCCCCCCCCCCCCCCCCCCCCC